NC(C(=O)O)(CCCCB(O)O)CN1CCCCC1 2-amino-6-borono-2-(piperidin-1-ylmethyl)hexanoic acid